C(C)[Si](OC1=CC=CC=C1)(OC1=CC=CC=C1)C1=CC=CC2=CC=CC=C12 ethyl-(naphthyl)diphenyloxysilane